OC1(CC1)C=1NC(=NN1)C1CC2(CN(C2)C(=O)OC(C)(C)C)C1 Tert-Butyl 6-[5-(1-hydroxycyclopropyl)-4H-1,2,4-triazol-3-yl]-2-azaspiro[3.3]heptane-2-carboxylate